1,2,3-propanetriol dodecanoate C(CCCCCCCCCCC)(=O)O.C(C(CO)O)O